tert-Butyl (4-(4-amino-7-(1-methyl-1H-pyrazol-4-yl)pyrrolo[2,1-F][1,2,4]triazin-5-yl)-2-methoxyphenyl)carbamate NC1=NC=NN2C1=C(C=C2C=2C=NN(C2)C)C2=CC(=C(C=C2)NC(OC(C)(C)C)=O)OC